ClC=1C(=C(C(=O)NC=2C(=NC(=CC2)OC)C)C(=CC1)NC1=C(C=C(C=C1)F)C)C 3-chloro-6-((4-fluoro-2-methylphenyl)amino)-N-(6-methoxy-2-methylpyridin-3-yl)-2-methylbenzamide